3-Cyano-2-cyclopropyl-N-(1-(1-methyl-1H-pyrazol-4-yl)-1H-indazol-6-yl)benzamide C(#N)C=1C(=C(C(=O)NC2=CC=C3C=NN(C3=C2)C=2C=NN(C2)C)C=CC1)C1CC1